octadecyl-tripropyl-ammonium bromide [Br-].C(CCCCCCCCCCCCCCCCC)[N+](CCC)(CCC)CCC